(S)-2-(3-((2-(4-(2-((((9H-fluoren-9-yl)methoxy)carbonyl)amino)-2-carboxyethyl)phenoxy)ethyl)amino)-3-oxopropoxy)-N,N,N-trimethylethan-1-aminium 2,2,2-trifluoroacetate FC(C(=O)[O-])(F)F.C1=CC=CC=2C3=CC=CC=C3C(C12)COC(=O)N[C@@H](CC1=CC=C(OCCNC(CCOCC[N+](C)(C)C)=O)C=C1)C(=O)O